C(CCCC)OCCCCC Amyloxid